C(C)OC(C(CNC1=CC(=C(C#N)C=C1)F)O)OCC 4-((3,3-diethoxy-2-hydroxypropyl)amino)-2-fluorobenzonitrile